aluminum phosphate (phosphate) P(=O)([O-])([O-])[O-].P(=O)(O)(O)O.[Al+3]